ClC1=C(C=CC(=C1)OC1=C(C=C(C=C1)Cl)Cl)C(CN1N=CN=C1)(C)O 2-[2-chloro-4-(2,4-dichloro-phenoxy)phenyl]-1-(1H-1,2,4-triazol-1-yl)propan-2-ol